O=C1NC(CCC1N1C(C2=CC=C(C=C2C1)C(=O)N[C@@H](C(F)(F)F)C1(CC1)C)=O)=O 2-(2,6-dioxopiperidin-3-yl)-1-oxo-N-((R)-2,2,2-trifluoro-1-(1-methylcyclopropyl)ethyl)isoindoline-5-carboxamide